C(C)(=O)NC=1C=C(C=CC1)C1=C(C=CC=C1)C=1SC=C(N1)C(N)=S 2-((3-acetamidophenyl)phenyl)thiazole-4-thiocarboxamide